NC1=NC=NN2C1=CC(=N2)Br 4-amino-6-bromopyrazolo[5,1-f][1,2,4]triazin